NO[C@@H]1O[C@H]([C@@H]([C@H]([C@@H]1CC(=O)O)CC(=O)O)CC(=O)O)C.OCCCN1N=NC2=C1C=CC=C2 1-(3-hydroxypropyl)benzotriazole (2S,3S,4R,5R,6S)-2-(aminooxy)-6-methyltetrahydro-2H-pyran-3,4,5-triyltriacetate